FC1=CC=2N(C=C1NC(=O)N1CCC=3C1=NC=CC3N3CCNCC3)C=C(N2)C N-(7-fluoro-2-methylimidazo[1,2-a]pyridin-6-yl)-4-(piperazin-1-yl)-2,3-dihydro-1H-pyrrolo[2,3-b]pyridine-1-carboxamide